C1=C(C=CC=2OC3=C(C21)C=CC=C3)B3OC(C(O3)(C)C)(C)C 2-(dibenzo[b,d]furan-2-yl)-4,4,5,5-tetramethyl-1,3,2-dioxaborolan